cyclopentyl-methanamine C1(CCCC1)CN